NCCN(CCN1C(N(CC1)CCNCC#N)=O)CCNCC#N 2-((2-(3-(2-((2-aminoethyl)(2-((cyanomethyl)amino)eth-yl)amino)ethyl)-2-oxoimidazolidin-1-yl)ethyl)amino)acetonitrile